3-chloro-N-[(2,4-dimethoxyphenyl)methyl]-4-[3-[(dimethylamino)methyl]-3-(fluoromethyl)pyrrolidin-1-yl]-2,6-difluoro-N-(6-fluoro-2-pyridyl)benzenesulfonamide ClC=1C(=C(C(=CC1N1CC(CC1)(CF)CN(C)C)F)S(=O)(=O)N(C1=NC(=CC=C1)F)CC1=C(C=C(C=C1)OC)OC)F